CC1=CN=C2C(=N1)N(C(C(=C2)N2CCN(CC2)C(=O)OC(C)(C)C)=O)CC2=NC=CN=C2C tert-butyl 4-(3-methyl-5-((3-methylpyrazin-2-yl)methyl)-6-oxo-5,6-dihydropyrido[2,3-b]pyrazin-7-yl)piperazine-1-carboxylate